CCCCCCCCC(CCCCCCCC)OC(CCCCCCCN(CCCCCCCC(=O)OCCCCCCCCC)CCO)=O nonyl 8-[(8-heptadecan-9-yloxy-8-oxooctyl)-(2-hydroxyethyl)amino]octanoate